5-hydroxy-δ-undecenoic acid OC(CCCC(=O)O)=CCCCCC